4-(5-((6-((7-(Trifluoromethyl)quinolin-4-yl)thio)hexyl)amino)chroman-8-yl)piperazine-1-carboxylic acid tert-butyl ester C(C)(C)(C)OC(=O)N1CCN(CC1)C=1C=CC(=C2CCCOC12)NCCCCCCSC1=CC=NC2=CC(=CC=C12)C(F)(F)F